C(C)(C)(C)OC(=O)N1CC(CC1)NC(CNC1=NC=NC(=C1C#CCO[Si](C)(C)C(C)(C)C)Cl)=O 3-(2-((5-(3-((tert-butyldimethylsilyl)oxy)prop-1-yn-1-yl)-6-chloropyrimidin-4-yl)amino)acetamido)pyrrolidine-1-carboxylic acid tert-butyl ester